BrC=1C=CC(=C(C1)C(CCC)O)F 1-(5-bromo-2-fluorophenyl)butan-1-ol